FC(OC1=CC=C(C(=O)NC=2C(N(N(C2C2=CC=C(C=C2)OC)C)C2=NC=CC=C2C(F)(F)F)=O)C=C1)F 4-(difluoromethoxy)-N-[5-(4-methoxyphenyl)-1-methyl-3-oxo-2-[3-(trifluoromethyl)pyridin-2-yl]-2,3-dihydro-1H-pyrazol-4-yl]benzamide